C(C(C)C)[C@@H](C#N)CC#N |r| racemic-isobutyl-butanedinitrile